BrC=1C(=C2N(C=NC(=C2)C(=O)[O-])C1)C 6-bromo-5-methylpyrrolo[1,2-c]pyrimidine-3-carboxylate